C1=CC=CC=2C3=CC=CC=C3C(C12)COC(=O)N(C1(CC(C1)(C)C)C(=O)O)C 1-[9H-fluoren-9-ylmethoxycarbonyl(methyl)amino]-3,3-dimethyl-cyclobutane-carboxylic acid